7-Cyclopropylimidazo[1,2-a]pyrimidine-3-sulfonyl chloride C1(CC1)C1=NC=2N(C=C1)C(=CN2)S(=O)(=O)Cl